(R)-4-(1-(hydroxymethyl)-7-phenyl-1,2-dihydronaphtho[2,1-b]furan-1-yl)phenol OC[C@]1(C2=C(OC1)C=CC1=CC(=CC=C12)C1=CC=CC=C1)C1=CC=C(C=C1)O